C1(=CC=CC=C1)/C(=C(\CC)/C1=CC=CC=C1)/C1=CC=C(OCCN(C)C)C=C1 (Z)-2-[4-(1,2-diphenylbut-1-enyl)phenoxy]-N,N-dimethylethylamine